bis-(2,6-dimethoxybenzoyl)(2,4,4-trimethylpentyl)phosphine oxide COC1=C(C(=O)P(CC(CC(C)(C)C)C)(C(C2=C(C=CC=C2OC)OC)=O)=O)C(=CC=C1)OC